C(C(C)C)OC(NC1=NC=NN2C1=CC=C2[C@@H]2O[C@@]([C@H]1OC(O[C@H]12)(C)C)(CO)C#N)=O (7-((3aS,4S,6R,6aS)-6-cyano-6-(hydroxymethyl)-2,2-dimethyltetrahydrofurano[3,4-d][1,3]dioxol-4-yl)pyrrolo[2,1-f][1,2,4]triazin-4-yl)carbamic acid isobutyl ester